C(C)O[C@@H]([C@]1(CN(CC1)C(C)(C)C=1C=CC(=NC1)C)CCC=1SC(=CC1)F)F |o1:4| 5-(2-((R or S)-3-((R)-ethoxy-fluoromethyl)-3-(2-(5-fluorothiophen-2-yl)ethyl)pyrrolidin-1-yl)propan-2-yl)-2-methylpyridine